6-(tert-butyl)-2-oxo-10-(3-(trifluoromethoxy)propoxy)-6,7-dihydro-2H-pyrido[2',1':3,4]pyrazino[1,2-b]indazole-3-carboxylic acid ethyl ester C(C)OC(=O)C=1C(C=C2N(C(CN3N=C4C(=CC=CC4=C32)OCCCOC(F)(F)F)C(C)(C)C)C1)=O